CN(C)CC1=C2CCN(C(C2=CC(=C1)CN1C(=NC=C1)NC)=O)[C@@H](C)C=1C=C(C(=NC1)C#N)OCC (S)-5-(1-(5-((dimethylamino)methyl)-7-((2-(methylamino)-1H-imidazol-1-yl)methyl)-1-oxo-3,4-dihydroisoquinolin-2(1H)-yl)ethyl)-3-ethoxypicolinonitrile